FC1=CC=C(OC2CN(C2)C=2N=C(C3=C(N2)CC[S@]3=O)N[C@@H]3CN(CCC3)C(=O)OC)C=C1 Methyl (3S)-3-(((5R)-2-(3-(4-Fluorophenoxy)azetidin-1-yl)-5-oxido-6,7-dihydrothieno[3,2-d]pyrimidin-4-yl)amino)piperidine-1-carboxylate